BrC1=CC(=C(C(=O)O)C=C1)N1CCC(CC1)CCOCCO 4-bromo-2-(4-(2-(2-hydroxyethoxy)ethyl)piperidin-1-yl)benzoic acid